(5R)-3-{3-Fluoro-4-[6-(2-(2-dimethylaminoethyl)-2H-tetrazol-5-yl)-3-pyridinyl]phenyl}-5-(methylamino)-1,3-oxazolidin-2-one hydrochloride Cl.FC=1C=C(C=CC1C=1C=NC(=CC1)C=1N=NN(N1)CCN(C)C)N1C(O[C@H](C1)NC)=O